ClC=1C=C(C=CC1)[C@@H]1[C@H](C1)C(=O)NC1=NC=CC(=C1)NCC=1N=C2N(C=C(C=C2C2(CNC2)F)C2CC2)C1 (1S,2S)-2-(3-chlorophenyl)-N-(4-(((6-cyclopropyl-8-(3-fluoroazetidin-3-yl)imidazo[1,2-a]pyridin-2-yl)methyl)amino)pyridin-2-yl)cyclopropane-1-carboxamide